C(C)(C)(C)OC(=O)N1CCC(CC1)NC1=CC(=NC(=C1)C1=CC=C(C=C1)OC)C1=CC=C(C=C1)C1CCN(CC1)C(=O)OCC1=CC=CC=C1 Benzyl 4-(4-(4-((1-(tert-butoxycarbonyl)piperidin-4-yl)amino)-6-(4-methoxyphenyl)pyridin-2-yl)phenyl)piperidine-1-carboxylate